tert-butyl 3-(5-(chlorosulfonyl)thiazol-2-yl)piperidine-1-carboxylate ClS(=O)(=O)C1=CN=C(S1)C1CN(CCC1)C(=O)OC(C)(C)C